C(C)(=O)N1[C@H](CN(CC1)C(=O)C=1C=C(C(=O)N2C[C@H]([C@@H](C2)C(=O)N[C@@H]2[C@H](C2)C2=CC=CC=C2)C(=O)N[C@@H]2[C@H](C2)C2=CC=CC=C2)C=CC1)C(NCCCCCCCCCCCCCC)=O (3S,4S)-1-(3-((R)-4-acetyl-3-(tetradecylcarbamoyl)piperazine-1-carbonyl)benzoyl)-N3,N4-bis((1S,2R)-2-phenylcyclopropyl)pyrrolidine-3,4-dicarboxamide